5-ISOBENZOFURANCARBOXALDEHYDE C=1OC=C2C=C(C=CC12)C=O